C(C)(C)(C)C=1C=C(N2C1C1=CC(=C(C=C1CC2)OC)C=2N=NN(N2)C)C(=O)O 1-(tert-butyl)-8-methoxy-9-(2-methyl-2H-tetrazol-5-yl)-5,6-dihydropyrrolo[2,1-a]isoquinoline-3-carboxylic acid